3-(3-bromo-6-fluoro-2-methylindol-1-yl)sulfonyl-N,N-dimethyl-1,2,4-triazole-1-sulfonamide BrC1=C(N(C2=CC(=CC=C12)F)S(=O)(=O)C1=NN(C=N1)S(=O)(=O)N(C)C)C